3-chloro-2'-[2-(2-hydroxypropan-2-yl)pyrimidin-4-yl]-5',6-dimethyl-4-[(5-methylpyridazin-3-yl)methoxy]-[1,4'-bipyridin]-2-one ClC=1C(N(C(=CC1OCC=1N=NC=C(C1)C)C)C1=CC(=NC=C1C)C1=NC(=NC=C1)C(C)(C)O)=O